(3S)-3-(2-cyanophenyl)-N-methyl-3-((2-(2-(2-propenoyl)-2,6-diazaspiro[3.4]octan-6-yl)-5,6,7,8-tetrahydro-4-quinazolinyl)amino)propanamide C(#N)C1=C(C=CC=C1)[C@H](CC(=O)NC)NC1=NC(=NC=2CCCCC12)N1CC2(CN(C2)C(C=C)=O)CC1